N-(1-(4-(4-chloro-3-cyclopentylphenoxy)piperidine-1-carbonyl)-1H-pyrazol-3-yl)methanesulfonamide ClC1=C(C=C(OC2CCN(CC2)C(=O)N2N=C(C=C2)NS(=O)(=O)C)C=C1)C1CCCC1